1-phenyl-3-(9-anthracenyl-vinyl)-5-(9-anthracenyl)pyrazoline C1(=CC=CC=C1)N1NC(=CC1C=1C2=CC=CC=C2C=C2C=CC=CC12)C=CC=1C2=CC=CC=C2C=C2C=CC=CC12